(2-((((2R,3S,4R,5R)-5-(6-chloro-4-((2-chlorobenzyl)amino)-1H-pyrazolo[3,4-d]pyrimidin-1-yl)-3,4-dihydroxytetrahydrofuran-2-yl)methyl)amino)-2-oxoethyl)phosphonic acid ClC1=NC(=C2C(=N1)N(N=C2)[C@H]2[C@@H]([C@@H]([C@H](O2)CNC(CP(O)(O)=O)=O)O)O)NCC2=C(C=CC=C2)Cl